C(C)(C)(C)OC(NCCSSCCN)=O (2-((2-aminoethyl)disulfanyl)ethyl)carbamic acid tert-butyl ester